9-[4-(4,6-diphenyl-1,3,5-triazin-2-yl)phenyl]-N,N,N',N'-tetraphenyl-9H-carbazole-3,6-diamine C1(=CC=CC=C1)C1=NC(=NC(=N1)C1=CC=CC=C1)C1=CC=C(C=C1)N1C2=CC=C(C=C2C=2C=C(C=CC12)N(C1=CC=CC=C1)C1=CC=CC=C1)N(C1=CC=CC=C1)C1=CC=CC=C1